5-cyclopropyl-8,14-dioxa-10,19,20-triazatetracyclo[13.5.2.12,6.018,21]tricosa-1(20),2,4,6(23),15,17,21-heptaen-9-one C1(CC1)C1=CC=C2C3=NNC4=CC=C(OCCCNC(OCC1=C2)=O)C=C34